FC1=C(CC2=CC=CC=C2)C=C(C(=C1)F)F 2,4,5-Trifluoro-benzyl-benzene